FC(CCOC1=CC=CC(=N1)NC(C1=C(C=C(C=C1)NS(=O)(=O)CCO)N1CCC2(CC2)CC1)=O)F N-(6-(3,3-Difluoropropoxy)pyridin-2-yl)-4-((2-hydroxyethyl)sulfonamido)-2-(6-azaspiro[2.5]octan-6-yl)benzamide